CC1=C(C=CC=C1C)N1CCN(CC1)C(CN1N=C(C2=C1CCC2)C(=O)N2CC(CCC2)N2CCCC2)=O 1-[4-(2,3-Dimethylphenyl)piperazin-1-yl]-2-{3-[3-(pyrrolidin-1-yl)piperidin-1-carbonyl]-5,6-dihydrocyclopenta[c]pyrazol-1(4H)-yl}ethan-1-on